(8S)-7-[2-[(4-bromobenzoyl)amino]acetyl]-N-[(4-cyano-2-thienyl)methyl]-1,4-dioxa-7-azaspiro[4.4]nonane-8-carboxamide BrC1=CC=C(C(=O)NCC(=O)N2CC3(OCCO3)C[C@H]2C(=O)NCC=2SC=C(C2)C#N)C=C1